(2R,3S,4R,5R)-2-((R)-(4-chlorophenyl)(hydroxy)methyl)-3-methyl-5-(4-(2-methylhydrazineylidene)-1,4-dihydro-7H-pyrrolo[2,3-d]pyrimidin-7-yl)tetrahydrofuran-3,4-diol ClC1=CC=C(C=C1)[C@H]([C@H]1O[C@H]([C@@H]([C@@]1(O)C)O)N1C=CC2=C1NC=NC2=NNC)O